1'-((2-(2,6-dioxopiperidin-3-yl)-1-oxoisoindolin-5-yl)methyl)-[1,4'-bipiperidine]-4-carboxylic acid O=C1NC(CCC1N1C(C2=CC=C(C=C2C1)CN1CCC(CC1)N1CCC(CC1)C(=O)O)=O)=O